C(C)(=O)[C@@H]1C([C@@H](C1)CC(=O)ON=CC1=CC=C(C=C1)F)(C)C 4-fluorobenzaldehyde O-(2-((1S,3S)-3-acetyl-2,2-dimethylcyclobutyl)acetyl) oxime